ethyl-(3-bromomethacrylate) C(C)OC(C(=CBr)C)=O